2-(Tert-Butyl) 3-(1,3-dioxoisoindolin-2-yl) 2-azabicyclo[3.1.0]hexane-2,3-dicarboxylate C12N(C(CC2C1)C(=O)ON1C(C2=CC=CC=C2C1=O)=O)C(=O)OC(C)(C)C